2-(1-(1-(methyl-sulfonyl)piperidin-4-yl)-1H-pyrazol-4-yl)benzonitrile CS(=O)(=O)N1CCC(CC1)N1N=CC(=C1)C1=C(C#N)C=CC=C1